C(C)(C)(C)OC(=O)N1CC2(C1)CN(CC2)C2=NC=1CCCCC1C(=N2)N[C@H](CC(=O)O)CC(C)C (S)-3-((2-(2-(tert-butoxycarbonyl)-2,6-diazaspiro[3.4]octan-6-yl)-5,6,7,8-tetrahydroquinazolin-4-yl)amino)-5-methylhexanoic acid